FC(C=1C=C(C=CC1)N1N=NC(=C1)C1=CC=C(C=C1)O)(F)F 4-[1-(3-trifluoromethylphenyl)-1H-[1,2,3]triazol-4-yl]-phenol